6-(4-methoxypyrrolo[2,1-f][1,2,4]triazin-5-yl)-2-methyl-1-(pyridin-3-ylmethyl)-1H-imidazo[4,5-b]pyridine COC1=NC=NN2C1=C(C=C2)C=2C=C1C(=NC2)N=C(N1CC=1C=NC=CC1)C